((2,5-dioxo-3-phenylimidazolidin-1-yl)methyl)-3-fluorobenzoyl-hydrazine O=C1N(C(CN1C1=CC=CC=C1)=O)CN(N)C(C1=CC(=CC=C1)F)=O